C(C1=CC=CC=C1)N(C(CN1CC(OCC1)C1=NC(=CC=C1)NC1=NC=CC=C1)=O)C(C)C N-benzyl-N-isopropyl-2-(2-(6-(pyridin-2-ylamino)pyridin-2-yl)morpholino)acetamide